N1C=C(C2=CC=CC=C12)CC[C@H]1N(CCC2=CC(=C(C=C12)OC1CCCC1)OC)C=O (R)-1-(2-(1H-indol-3-yl)ethyl)-7-(cyclopentyloxy)-6-methoxy-3,4-dihydroisoquinoline-2(1H)-formaldehyde